3-((N-t-butoxycarbonyl-18O-L-valinyl)amino)-1-propanesulfonic acid sodium salt [Na+].C(C)(C)(C)OC(=[18O])N[C@@H](C(C)C)C(=O)NCCCS(=O)(=O)[O-]